NC1=NC2=C(N1C)C=CC(=C2)CN(C(C)=O)C2=C(C1=CC=CC=C1C=C2)C#N N-[(2-amino-1-methyl-benzimidazol-5-yl)methyl]-N-(1-cyano-2-naphthyl)acetamide